CC(=O)OC[C@@H]1[C@H]([C@@H]([C@H]([C@@H](O1)O)OC(=O)C)O)O The molecule is a glucan derivative obtained through the esterification of cellulose by acetic anhydride or acetic acid, resulting in the substitution of some of the hydroxy groups of cellulose by acetyl groups. It is used in a variety of applications including base material for photographic film, clothing, membrane filters, coatings, food packaging, and as a frame material for eyeglasses. It is a glucan derivative and an acetate ester.